OC=1C(=C(C(=O)C2=CC=CC=C2)C=CC1OC)O di-hydroxy-4-methoxybenzophenone